N1,N1'-((5-Butoxy-1,3-phenylene)bis(methylene))bis(N3-(3-aminopropyl)propane-1,3-diamine), hydrochloride salt Cl.C(CCC)OC=1C=C(C=C(C1)CNCCCNCCCN)CNCCCNCCCN